C(C)(C)(C)N(C([C@@H](C)N1C(C2=CC(=CC=C2C1)C1=NC(=NC=C1Cl)NC1=CNOC=C1)=O)=O)C (2R)-N-tert-butyl-2-(6-{5-chloro-2-[(oxazin-4-yl)amino]pyrimidin-4-yl}-1-oxo-2,3-dihydro-1H-isoindol-2-yl)-N-methylpropanamide